C1(CC1)CCN(C1=C2CN(C(C2=CC=C1)=O)C1C(NC(CC1)=O)=O)C1CCC2(COCCN2CC2=CC=C(C=C2)OC)CC1 3-(4-((2-cyclopropylethyl)(1-(4-methoxybenzyl)-4-oxa-1-azaspiro[5.5]undec-9-yl)amino)-1-oxoisoindolin-2-yl)piperidine-2,6-dione